rac-[(1R,2S)-2-fluorocyclopropyl]methanol F[C@@H]1[C@H](C1)CO |r|